2-bromo-N-(5-((5-fluoropyridin-2-yl)oxy)pyridin-2-yl)propanamide BrC(C(=O)NC1=NC=C(C=C1)OC1=NC=C(C=C1)F)C